4-[[3-[1-(cyanomethyl)-3-(trifluoromethyl)pyrazol-4-yl]imidazo[1,2-a]pyrazin-8-yl]amino]-2-ethyl-N-[2-oxo-2-[[(3S)-pyrrolidin-3-yl]amino]ethyl]benzamide formate C(=O)O.C(#N)CN1N=C(C(=C1)C1=CN=C2N1C=CN=C2NC2=CC(=C(C(=O)NCC(N[C@@H]1CNCC1)=O)C=C2)CC)C(F)(F)F